2'-(5-Fluoro-2-(((3R,4S)-3-fluoro-1-(methylsulfonyl)piperidin-4-yl)amino)pyrimidin-4-yl)-3'-methylspiro[cyclopropane-1,6'-thieno[2,3-c]pyrrol]-4'(5'H)-one FC=1C(=NC(=NC1)N[C@@H]1[C@@H](CN(CC1)S(=O)(=O)C)F)C1=C(C2=C(C3(NC2=O)CC3)S1)C